C(C)(=O)NC1=CC=C(C=C1)C1=C2CN(C(C2=CC=C1)=O)C(C(=O)NC(CO[Si](C1=CC=CC=C1)(C1=CC=CC=C1)C(C)(C)C)C1=NC(=NS1)C)CO 2-(4-(4-acetamidophenyl)-1-oxoisoindolin-2-yl)-N-(2-((tert-butyldiphenylsilyl)oxy)-1-(3-methyl-1,2,4-thiadiazol-5-yl)ethyl)-3-hydroxypropanamide